2-((2,3-dihydro-1H-inden-2-yl)amino)pyrimidine-5-carbaldehyde oxime C1C(CC2=CC=CC=C12)NC1=NC=C(C=N1)C=NO